BrC=1C=C2C(=NC1)N=C(N2)C2=CC(=CN2)C(=O)C2=C(C=CC=C2)C(F)(F)F (5-(6-bromo-1H-imidazo[4,5-b]pyridin-2-yl)-1H-pyrrol-3-yl)(2-(trifluoromethyl)phenyl)methanone